BrC=1C=CC(=NC1C)O 5-Bromo-6-methylpyridin-2-ol